(3S,4R)-3-[(trans-3-phenylcyclobutyl)carbamoyl]-4-phenylpyrrolidine-1-carboxylic acid C1(=CC=CC=C1)[C@@H]1C[C@H](C1)NC(=O)[C@@H]1CN(C[C@H]1C1=CC=CC=C1)C(=O)O